6-[5-((S or R)-1-Aminoethyl)-pyridin-3-yl]-1-methyl-3,4-dihydro-1H-quinolin-2-one hydrochloride Cl.N[C@@H](C)C=1C=C(C=NC1)C=1C=C2CCC(N(C2=CC1)C)=O |o1:2|